4-(((4-(4-Methoxy-3-methylphenyl)bicyclo[2.2.2]octan-1-yl)methyl)(4-(1-(tert-pentyl)-1H-pyrazol-4-yl)pyridin-2-yl)carbamoyl)cyclohexyl trans-3-hydroxy-3-methylazetidine-1-carboxylate OC1(CN(C1)C(=O)OC1CCC(CC1)C(N(C1=NC=CC(=C1)C=1C=NN(C1)C(C)(C)CC)CC12CCC(CC1)(CC2)C2=CC(=C(C=C2)OC)C)=O)C